C(CCC)N(C1CCCCN2CCCN=C12)CCCC 6-(dibutylamino)-1,8-diazabicyclo(5.4.0)undec-7-ene